FC=1C(=C(C=CC1F)[C@H]1[C@@H](O[C@]([C@H]1C)(C(F)(F)F)C)C(=O)NC=1C=NC(=CC1)[C@@H](CNC(C)(C)C)O)S(=O)(=O)C (2R,3S,4S,5R)-3-(3,4-difluoro-2-methylsulfonylphenyl)-N-(6-((R)-2-(tert-butylamino)-1-hydroxyethyl)pyridin-3-yl)-4,5-dimethyl-5-(trifluoromethyl)tetrahydrofuran-2-carboxamide